C(C)OC1=NC=CC=C1C1=CC(=C2C(=N1)C(=NN2C(C)C)C)NCC2=NOC(=C2)CF 5-(2-ethoxypyridin-3-yl)-N-((5-(fluoromethyl)isoxazol-3-yl)methyl)-1-isopropyl-3-methyl-1H-pyrazolo[4,3-b]pyridin-7-amine